2-(6-{5-chloro-2-[(oxan-4-yl)amino]pyrimidin-4-yl}-1-oxo-2,3-dihydro-1H-isoindol-2-yl)-N-{1-[4-(pyridin-3-yl)phenyl]ethyl}acetamide ClC=1C(=NC(=NC1)NC1CCOCC1)C1=CC=C2CN(C(C2=C1)=O)CC(=O)NC(C)C1=CC=C(C=C1)C=1C=NC=CC1